C[C@@H]1O[C@@H](CN(C1)C(=O)C1=CC=C(C=C1)C1=NC2=CC=C3C(=C2C=2CCCCC12)C=NN3)C ((2S,6R)-2,6-dimethylmorpholino)(4-(8,9,10,11-tetrahydro-3H-pyrazolo[4,3-a]phenanthridin-7-yl)phenyl)methanone